C(C)(C)(C)OC(=O)N1CC(CC=C1C=1CCN(C(C1)=O)C(=O)OC(C)(C)C)C tert-butyl 4-(1-tert-butoxycarbonyl-3-methyl-3,4-dihydro-2H-pyridin-6-yl)-6-oxo-2,3-dihydropyridine-1-carboxylate